O1CC(NC2=C1C=CC=C2)=O 4H-1,4-benzoxazin-3-one